C(C)(=O)N1\C(\C(C2=CC=CC=C12)=O)=C/C1=NC2=CC=C(C=C2C=C1C1=CC=CC2=CC=CC=C12)C1=NN=NN1 (Z)-1-acetyl-2-((3-(naphthalen-1-yl)-6-(1H-tetrazol-5-yl)quinolin-2-yl)methylene)-indolin-3-one